CN1C=NC(=C1)NC=1C2=C(N=C(N1)N[C@@H]1CC[C@H](CC1)CC#N)NC=C2 Trans-2-[4-[(4-[(1-methyl-1H-imidazol-4-yl)amino]-7H-pyrrolo[2,3-d]pyrimidin-2-yl)amino]cyclohexyl]acetonitrile